Cis-tert-butyl 3-hydroxy-3,4-dimethylpyrrolidine-1-carboxylate C[C@H]1CN(C[C@@]1(C)O)C(=O)OC(C)(C)C